(1R,2S)-2-benzyl-N-((S)-5-methyl-4-oxo-2,3,4,5-tetrahydrobenzo[b][1,4]oxazepin-3-yl)cyclopropanecarboxamide C(C1=CC=CC=C1)[C@H]1[C@@H](C1)C(=O)N[C@@H]1C(N(C2=C(OC1)C=CC=C2)C)=O